FC=1C=C(C=C(C1)F)[C@H]1N(OCC1)C(=O)[C@@H]1C[C@H](C1)N1N=CC2=CC(=CC=C12)F trans-[(3S)-3-(3,5-difluorophenyl)isoxazolidin-2-yl]-[3-(5-fluoroindazol-1-yl)cyclobutyl]methanone